1-(((1r,4S)-4-methoxycyclohexyl)-5-(2-methyl-2H-1,2,3-triazol-4-yl)-1H-benzo[d]imidazol-2-yl)piperidin-2-one COC1CCC(CC1)N1C(=NC2=C1C=CC(=C2)C2=NN(N=C2)C)N2C(CCCC2)=O